OC(COC1=CC=C(C=CC(=O)O)C=C1)CCCCCC.C1(=CC=CC=C1)C1=CC=CC=C1 biphenyl 4-(2-hydroxyoctyloxy)cinnamate